8-bromo-N-(2-methoxy-4-morpholinophenyl)quinazolin-2-amine BrC=1C=CC=C2C=NC(=NC12)NC1=C(C=C(C=C1)N1CCOCC1)OC